2-(3,5-Dichloro-4-((2-oxo-2,3-dihydro-1H-benzo[d]imidazol-5-yl)oxy)phenyl)-3,5-dioxo-2,3,4,5-tetrahydro-1,2,4-triazine-6-carbonitrile ClC=1C=C(C=C(C1OC1=CC2=C(NC(N2)=O)C=C1)Cl)N1N=C(C(NC1=O)=O)C#N